FC(C(=O)O)(C(C(C(=O)O)(F)F)(F)F)F Perfluoropentanedioic acid